C(#N)CC1N(CCN(C1)C=1C2=C(N=C(N1)OC[C@H]1CN(CC1)C)CNCC2)C(=O)OCC2=CC=CC=C2 benzyl 2-(cyanomethyl)-4-[2-[[(3R)-1-methylpyrrolidin-3-yl]methoxy]-5,6,7,8-tetrahydropyrido[3,4-d]pyrimidin-4-yl]piperazine-1-carboxylate